2,6-dichloro-4-isopropyl-nicotinonitrile ClC1=C(C#N)C(=CC(=N1)Cl)C(C)C